(R)-diethyl(7-(ethylamino)-2-methyl-4-((1-(2-Methyl-3-(trifluoromethyl)phenyl)ethyl)amino)quinazolin-6-yl)phosphine oxide C(C)P(C=1C=C2C(=NC(=NC2=CC1NCC)C)N[C@H](C)C1=C(C(=CC=C1)C(F)(F)F)C)(CC)=O